C1(CC1)C=1C=C(C(=O)N=C2NCCCN2)C=CC1NC1=CC(=CC=C1)C(NCC(C)C)=O 3-cyclopropyl-N-(1,3-diazinan-2-ylidene)-4-({3-[(2-methylpropyl)carbamoyl]phenyl}amino)benzamide